N[C@@H]1CC[C@H](CC1)NC(C[C@H]1C[C@]2(CCC1)OC1(OO2)C2CC3CC(CC1C3)C2)=O N-((trans)-4-Aminocyclohexyl)-2-((R,R)-dispiro[adamantane-2,3'-[1,2,4]trioxolane-5',1''-cyclohexan]-3''-yl)acetamide